6-(4-Amino-4-(pyridin-4-yl)piperidin-1-yl)-3-bromo-1H-pyrazolo[3,4-d]pyrimidine-4-carbonitrile NC1(CCN(CC1)C1=NC(=C2C(=N1)NN=C2Br)C#N)C2=CC=NC=C2